8-Cyclopropoxyquinoline C1(CC1)OC=1C=CC=C2C=CC=NC12